C(C=C)(=O)OCCC[Si](OCC)(OCC)C acryloxypropyl-methyldiethoxysilane